n-octadecyl-beta-(4-hydroxy-3,5-di-tert-butylphenyl)-propionate C(CCCCCCCCCCCCCCCCC)OC(CCC1=CC(=C(C(=C1)C(C)(C)C)O)C(C)(C)C)=O